N-[2-[(3S)-3-aminopyrrolidin-1-yl]-2-oxo-ethyl]-4-[[3-[1-(2,2-difluoroethyl)-3-(trifluoromethyl)pyrazol-4-yl]imidazo[1,2-a]pyrazin-8-yl]amino]-2-ethyl-benzamide N[C@@H]1CN(CC1)C(CNC(C1=C(C=C(C=C1)NC=1C=2N(C=CN1)C(=CN2)C=2C(=NN(C2)CC(F)F)C(F)(F)F)CC)=O)=O